(R)-4-((1-(3-(difluoromethyl)-2-fluorophenyl)ethyl-1-d)amino)-6-(1-(fluoromethyl)cyclopropyl)-2-methyl-8-morpholinylpyrido[4,3-d]pyrimidine-7(6H)-one FC(C=1C(=C(C=CC1)[C@](C)([2H])NC=1C=2C(N=C(N1)C)=C(C(N(C2)C2(CC2)CF)=O)N2CCOCC2)F)F